C(C)OC(=O)C1C(=C(CCC1(C)C)C)C Ethyl-2,3,6,6-tetramethyl-2-cyclohexencarboxylat